6-fluoro-3-(6-hydroxy-3-oxo-2,3-dihydro-1H-isoindol-1-yl)-1H-indole-2-carbaldehyde FC1=CC=C2C(=C(NC2=C1)C=O)C1NC(C2=CC=C(C=C12)O)=O